5-(4-cyclohexyl-3-fluorophenyl)-3-(3-(fluoromethyl)azetidine-1-carbonyl)-2-(3-methylpyrazin-2-yl)pyrazolo[1,5-a]pyrimidin-7(4H)-one C1(CCCCC1)C1=C(C=C(C=C1)C=1NC=2N(C(C1)=O)N=C(C2C(=O)N2CC(C2)CF)C2=NC=CN=C2C)F